[7-(2-tert-Butyl-5-fluoro-1-methyl-pyrrolo[2,3-b]pyridin-6-yl)-3-isobutyl-azepan-2-yl]methanol C(C)(C)(C)C1=CC=2C(=NC(=C(C2)F)C2CCCC(C(N2)CO)CC(C)C)N1C